N(=[N+]=[N-])CC1=C2CN(CC2=CC=C1)C(C[C@@H]1C[C@H](NC1=O)C(=O)N1[C@@H](CC(C1)(F)F)C#N)=O (S)-1-((2S,4S)-4-(2-(4-(azidomethyl)isoindolin-2-yl)-2-oxoethyl)-5-oxopyrrolidine-2-carbonyl)-4,4-difluoropyrrolidine-2-carbonitrile